(3s,5r)-3-fluoro-1-methyl-5-[(1-methyl-1H-pyrazol-4-yl)(sulfamoyl)amino]-piperidin-1-ium trifluoroacetate salt FC(C(=O)[O-])(F)F.F[C@@H]1C[NH+](C[C@@H](C1)N(S(N)(=O)=O)C=1C=NN(C1)C)C